C1(CC1)NC1=C(C=C2C(=NC(=NC2=C1)C)NC(C)C1=C(C(=CC=C1)C(F)(F)F)C)P(C)C (7-(cyclopropylamino)-2-methyl-4-((1-(2-methyl-3-(trifluoromethyl)phenyl)ethyl)amino)quinazolin-6-yl)dimethylphosphine